1-(3-Fluoro-5-methoxy-pyridin-4-yl)-7-methoxy-8-(1-methyl-1H-pyrazol-4-yl)-1,3-dihydroimidazo[4,5-c]-quinolin-2-one FC=1C=NC=C(C1N1C(NC=2C=NC=3C=C(C(=CC3C21)C=2C=NN(C2)C)OC)=O)OC